ditolyl-ammonium carbonate C([O-])([O-])=O.C1(=C(C=CC=C1)[NH2+]C1=C(C=CC=C1)C)C.C1(=C(C=CC=C1)[NH2+]C1=C(C=CC=C1)C)C